F[C@@H]1C[C@@]2(CCCN2C1)C=O (2R,7aS)-2-fluoro-hexahydropyrrolizine-7a-carbaldehyde